1-(1-(2,6-dioxopiperidin-3-yl)-3-methyl-2-oxo-2,3-dihydro-1H-benzo[d]imidazol-5-yl)piperidin O=C1NC(CCC1N1C(N(C2=C1C=CC(=C2)N2CCCCC2)C)=O)=O